4-cyclopropyl-5-(2-(trifluoromethyl)phenyl)-1H-pyrazole C1(CC1)C=1C=NNC1C1=C(C=CC=C1)C(F)(F)F